NC(CCC(C(=O)OC(C)(C)C)C=1C(=NC2=C(C=CC=C2C1)[N+](=O)[O-])C)=O tert-butyl 5-amino-2-(2-methyl-8-nitroquinolin-3-yl)-5-oxopentanoate